FC(OC1=CC=C(C=N1)CC1CCC2(CN(C2)C(=O)N2CC3(C2)CC(C3)C=3C=NC(=CC3)C(F)(F)F)CC1)F [7-[[6-(difluoromethoxy)-3-pyridyl]methyl]-2-azaspiro[3.5]nonan-2-yl]-[6-[6-(trifluoromethyl)-3-pyridyl]-2-azaspiro[3.3]heptan-2-yl]methanone